C(C)N1C(=NC=2C1=NC(=CC2)C(=O)O)C(C(F)(F)F)(C2=CC=CC=C2)O 3-Ethyl-2-(2,2,2-trifluoro-1-hydroxy-1-phenylethyl)-3H-imidazo[4,5-b]pyridine-5-carboxylic acid